C1(=NC(=O)NC1(C(=O)O)O)NC(=O)N The molecule is a ureidocarboxylic acid. It has a role as a mouse metabolite. It is a conjugate acid of a 5-hydroxy-2-oxo-4-ureido-2,5-dihydro-1H-imidazole-5-carboxylate.